FC1=CC(=C(C=C1)[C@H]1OCC2=CC(=CC=C2[C@H]1C1=CC=C(C=C1)N1CCC(CC1)CN1CCN(CC1)C=1C=C2CN(C(C2=CC1)=O)[C@@H]1C(NC(CC1)=O)=O)O)C (S)-3-(5-(4-((1-(4-((3S,4R)-3-(4-fluoro-2-methylphenyl)-7-hydroxyisochroman-4-yl)phenyl)piperidin-4-yl)methyl)piperazin-1-yl)-1-oxoisoindolin-2-yl)piperidine-2,6-dione